FC=1C=C(C=C(C1)F)N1C(CC[C@H]1C1=NC2=C(N1C1CCS(CC1)(=O)=O)C=CC(=C2)C=2C(=NOC2C)C)=O (S)-1-(3,5-difluorophenyl)-5-(5-(3,5-dimethylisoxazol-4-yl)-1-(1,1-dioxidotetrahydro-2H-thiopyran-4-yl)-1H-benzo[d]imidazol-2-yl)pyrrolidin-2-one